OC=1C=C(C(=O)NCC(=O)N\N=C\C2(C(N3C(CC3S2(=O)=O)=O)C(=O)OC(C2=CC=CC=C2)C2=CC=CC=C2)C)C=CC1O (E)-benzhydryl 3-((2-(2-(3,4-dihydroxybenzamido)acetyl)hydrazono)methyl)-3-methyl-7-oxo-4-thia-1-azabicyclo[3.2.0]heptane-2-carboxylate 4,4-dioxide